(3-fluoro-2-iodobenzofuran-7-yl)methanol FC1=C(OC2=C1C=CC=C2CO)I